4-((8-isopropyl-2-methylpyrazolo[1,5-a][1,3,5]triazine-4-yl)amino)piperidine-1-carboxylic acid (1-(2-fluoroacryloyl)pyrrolidin-2-yl)methyl ester FC(C(=O)N1C(CCC1)COC(=O)N1CCC(CC1)NC1=NC(=NC=2N1N=CC2C(C)C)C)=C